(1-aminocyclopentyl)(4-(3-(2-methoxypyridin-3-yl)pyrazolo[1,5-a]pyrimidin-5-yl)piperazin-1-yl)methanone NC1(CCCC1)C(=O)N1CCN(CC1)C1=NC=2N(C=C1)N=CC2C=2C(=NC=CC2)OC